C(C)OC(C=C1C(CN(CC1)C(=O)OC(C)(C)C)(F)F)=O tert-butyl 4-(2-ethoxy-2-oxoethylidene)-3,3-difluoropiperidine-1-carboxylate